ClC=1C=C(C=CC1)C1=NN(C=C1NC(=O)C=1C=NN2C1N=CC=C2)C[C@@H](CO)O (S)-N-(3-(3-chlorophenyl)-1-(2,3-dihydroxypropyl)-1H-pyrazol-4-yl)pyrazolo[1,5-a]pyrimidine-3-carboxamide